3-((7-(7-chloro-4-(2-(methylamino)ethoxy)-2,3-dihydro-1H-inden-5-yl)thieno[3,2-b]pyridin-2-yl)methyl)-6,6-dimethyl-3-azabicyclo[3.1.0]hexane-2,4-dione ClC=1C=C(C(=C2CCCC12)OCCNC)C1=C2C(=NC=C1)C=C(S2)CN2C(C1C(C1C2=O)(C)C)=O